CN(C(=O)C1=NC(=C(N=C1N)N)Cl)C(NCCCCC1=CC=C(C=C1)C1=CC=C(C=C1)CCC(=O)N[C@H](C(=O)N)CCCCN)=N methyl-(S)-3,5-diamino-6-chloro-N-(N-(4-(4'-(3-((1,6-diamino-1-oxohexan-2-yl)amino)-3-oxopropyl)-[1,1'-biphenyl]-4-yl)butyl)carbamimidoyl)pyrazine-2-carboxamide